(1S,3S,5S)-2-((9,9-difluoro-9H-fluorene-3-carbonyl)glycyl)-5-methyl-2-azabicyclo[3.1.0]hexane-3-carboxylic acid FC1(C2=CC=CC=C2C=2C=C(C=CC12)C(=O)NCC(=O)N1[C@H]2C[C@]2(C[C@H]1C(=O)O)C)F